C(CCC)C1=CC=C(C=C1)C(C)=O p-butylacetophenone